C(C)(=O)C1=CC=C2C(N(C(C2=C1)=O)CC1=C(C=C(C=C1)Cl)Br)(O)C1=CC=C(C=C1)Cl 6-Acetyl-2-(2-bromo-4-chlorobenzyl)-3-(4-chlorophenyl)3-hydroxyisoindolin-1-one